bromo-2-{[(tert-butyldimethylsilyl)oxy]methyl}-1-fluoro-6-azaspiro[2.5]octane-6-carboxylic acid tert-butyl ester C(C)(C)(C)OC(=O)N1CCC2(C(C2(F)Br)CO[Si](C)(C)C(C)(C)C)CC1